ClC1=CC(=C(CN2CCCC23CCN(CC3)C(=O)N3N=C(C=C3)C(=O)O)C=C1)N1CCC(CC1)F 1-(1-(4-chloro-2-(4-fluoropiperidin-1-yl)benzyl)-1,8-diazaspiro[4.5]decane-8-carbonyl)-1H-pyrazole-3-carboxylic acid